C(C)S=C([O-])Cl S-ethylchlorothioformate